ClC=1C=NC(=NC1)N1CCC(CC1)CCCOC1=CC(=C(C=C1)CC(=O)N1C[C@H](CC1)CNCC(CO)(CO)O)F 2-[4-[3-[1-(5-chloropyrimidin-2-yl)-4-piperidyl]propoxy]-2-fluoro-phenyl]-1-[(3R)-3-[[[2,3-dihydroxy-2-(hydroxymethyl)propyl]amino]methyl]-pyrrolidin-1-yl]ethanone